ClC=1C(=NC(=NC1)F)NC1=C(C2=C(N(C(N2CCC(C)(C)O)=O)C)C=C1)F 5-((5-chloro-2-fluoropyrimidin-4-yl)amino)-4-fluoro-3-(3-hydroxy-3-methylbutyl)-1-methyl-1,3-dihydro-2H-benzo[d]imidazol-2-one